C1(CCCCC1)N1C(C=CC1=O)=O N-Cyclohexylmaleimid